N1(N=NC2=C1C=CC=C2)CN(C(=O)C2N(CCC2)S(=O)(=O)C2=C(C(=CC(=C2)F)Cl)C)C2=CC=CC=C2 N-((1H-Benzo[d][1,2,3]triazol-1-yl)methyl)-1-((3-chloro-5-fluoro-2-methylphenyl)sulfonyl)-N-phenylpyrrolidine-2-carboxamide